N,N'-diphenyl-biphenyl-diamine C1(=CC=CC=C1)NC1=C(C=CC=C1NC1=CC=CC=C1)C1=CC=CC=C1